CC1=C(C(=NC=C1)C#N)N1CCC(CC1)N1C(N(C=2C(C1)=CN(N2)C)CC2=C(C=CC=C2)C(F)(F)F)=O 4'-methyl-4-[2-methyl-6-oxo-7-(2-trifluoromethyl-benzyl)-2,4,6,7-tetrahydro-pyrazolo[3,4-d]pyrimidin-5-yl]-3,4,5,6-tetrahydro-2H-[1,3']bipyridinyl-2'-carbonitrile